Quinoline-2-methanoic acid N1=C(C=CC2=CC=CC=C12)C(=O)O